C(CCCCCCCCC)OC1=CC=C(C=C1)S(=O)(=O)C=1C=NC2=CC=C(C=C2C1N1CCC(CC1)N1CCC(CC1)N1CCN(CC1)CCO)S(=O)C 2-(4-(1'-(3-((4-(decyloxy)phenyl)sulfonyl)-6-(methylsulfinyl)quinolin-4-yl)-[1,4'-bipiperidin]-4-yl)piperazin-1-yl)ethan-1-ol